ClC=1C2=C(N=CN1)N(C(=C2C2=CC=C(C=C2)OC2=NC(=CC=C2)C)C2(CN(CC2)C(=O)OC(C)(C)C)F)C tert-butyl 3-(4-chloro-7-methyl-5-{4-[(6-methylpyridin-2-yl)oxy]phenyl}-7H-pyrrolo[2,3-d]pyrimidin-6-yl)-3-fluoropyrrolidine-1-carboxylate